ClC1=NC2=CC(=CC=C2C(=C1)C1=C(C=C(C=C1)F)Cl)O[C@@H](C(=O)N1C[C@H](CCC1)C(=O)O)C (3S)-1-[(2R)-2-[[2-chloro-4-(2-chloro-4-fluoro-phenyl)-7-quinolyl]oxy]propanoyl]piperidine-3-carboxylic acid